(2S,5R,6S)-6-(3-chlorophenyl)-5-(4-chlorophenyl)-4-(cyclopropylmethyl)-2-(2-(4-methylpiperazin-1-yl)-2-oxoethyl)morpholin-3-one ClC=1C=C(C=CC1)[C@@H]1O[C@H](C(N([C@@H]1C1=CC=C(C=C1)Cl)CC1CC1)=O)CC(=O)N1CCN(CC1)C